The molecule is a 2-oxo monocarboxylic acid anion that is the conjugate base of (R)-3,4-dihydroxy-2-oxobutanoic acid, obtained by deprotonation of the carboxy group; major species at pH 7.3. It is a hydroxy monocarboxylic acid anion and a 2-oxo monocarboxylic acid anion. It is a conjugate base of a (R)-3,4-dihydroxy-2-oxobutanoic acid. It is an enantiomer of a (S)-3,4-dihydroxy-2-oxobutanoate. C([C@H](C(=O)C(=O)[O-])O)O